4-(4-(6-(((1R,3s,5S)-1,5-dimethyl-8-azabicyclo[3.2.1]octan-3-yl)(methyl)amino)pyridazin-3-yl)-3-hydroxyphenyl)-1-methylpyrimidin-2(1H)-one C[C@]12CC(C[C@](CC1)(N2)C)N(C2=CC=C(N=N2)C2=C(C=C(C=C2)C2=NC(N(C=C2)C)=O)O)C